Benzyl 4-(4-iodophenyl)sulfanylpiperidine-1-carboxylate IC1=CC=C(C=C1)SC1CCN(CC1)C(=O)OCC1=CC=CC=C1